3-methyltetradec-4-en-1-ol CC(CCO)C=CCCCCCCCCC